C(C)(=O)N[C@@H](CC(=O)O)C(=O)NC(C(=O)NCC1=C(C=CC(=C1)OCCC1CNCCC1)C)CCC1=CC=CC=C1 (3S)-3-acetamido-4-((1-((2-methyl-5-(2-(piperidin-3-yl)ethoxy)benzyl)amino)-1-oxo-4-phenylbutan-2-yl)amino)-4-oxobutanoic acid